C(C)[C@@]1(CC[C@@]2([C@H]3CC[C@]4([C@H]([C@@H]3CC[C@H]2C1)[C@@H]1[C@H]([C@@H]4[C@H](C)CCCC(C)(C)O)C1)C)C)O (2S,4aS,4bS,6aR,7S,7aR,8aS,8bS,8cR,10aS)-2-ethyl-7-((R)-6-hydroxy-6-methylheptan-2-yl)-4a,6a-dimethyloctadecahydrocyclopropa[4,5]cyclopenta[1,2-a]phenanthren-2-ol